3,7-Dimethyl-5-oxo-5,7-dihydrofuro[3,4-b]pyridine 1-oxide CC=1C=C2C(=[N+](C1)[O-])C(OC2=O)C